dichloroacetic acid anion ClC(C(=O)[O-])Cl